N[C@H]1CN(C[C@@H]1OC([2H])([2H])[2H])C(=O)OCC1=CC=CC=C1 Benzyl (3S,4S)-3-amino-4-(methoxy-d3)pyrrolidine-1-carboxylate